ClC1=CC=C(C=C1)N(C(=O)C=1N=CC=2N(C1)C(=CN2)C2=CC=C(C=C2)NC(OC(C)C)=O)C isopropyl N-[4-[6-[(4-chlorophenyl)-methyl-carbamoyl]imidazo[1,2-a]pyrazin-3-yl]phenyl]carbamate